CN1CC2=CC=C(C=C2C1)NC=1N=CC2=C(N1)C(=NC=C2)N2CC1(CC2)CN(CC1)S(=O)(=O)C N-(2-methylisoindolin-5-yl)-8-(7-(methylsulfonyl)-2,7-diazaspiro[4.4]nonan-2-yl)pyrido[3,4-d]pyrimidin-2-amine